(E)-N-(2-(2,6-dioxopiperidin-3-yl)-1,3-dioxoisoindolin-5-yl)-3-(4-fluorophenyl)-2-(hydroxyimino)propionamide O=C1NC(CCC1N1C(C2=CC=C(C=C2C1=O)NC(/C(/CC1=CC=C(C=C1)F)=N/O)=O)=O)=O